2-bromo-4-isobutyl-5-(trimethylsilyl)pyridine BrC1=NC=C(C(=C1)CC(C)C)[Si](C)(C)C